1-hydroxy-2-pyridine C1=CC(=O)NC=C1